4-(1-((4-nitrophenyl)sulfonyl)-1H-pyrrolo[2,3-c]pyridin-4-yl)benzonitrile [N+](=O)([O-])C1=CC=C(C=C1)S(=O)(=O)N1C=CC=2C1=CN=CC2C2=CC=C(C#N)C=C2